BrC1=C(C=2CCCC2C=C1C)N 5-bromo-6-methyl-indan-4-amine